NC1=C(C=C(C=N1)C=1C=C2N(N1)CC[C@]21CN(CC1)C(=O)NCC)O[C@H](C)C1=C(C=CC=C1)F (3R)-2'-{6-amino-5-[(1R)-1-(2-fluorophenyl)ethoxy]pyridin-3-yl}-N-ethyl-5',6'-dihydrospiro[pyrrolidine-3,4'-pyrrolo[1,2-b]pyrazole]-1-carboxamide